C(#C)C1=C(CNC2=NC(=NC=C2C(=O)N)NC=2C=NN(C2)C)C=CC=C1 4-((2-ethynylbenzyl)amino)-2-((1-methyl-1H-pyrazol-4-yl)amino)pyrimidin-5-carboxamide